(7s,16rs)-9-(2,6-difluorophenyl)-16-fluoro-3,7-dimethyl-18-thia-2,4,5,8-tetraazatetracyclo[8.8.0.02,6.011,17]octadeca-1(10),3,5,8,11(17)-pentaene FC1=C(C(=CC=C1)F)C1=N[C@H](C2=NN=C(N2C=2SC=3[C@@H](CCCCC3C12)F)C)C |&1:19|